((((R)-1-(6-amino-9H-purin-9-yl) propan-2-yl) oxy) methyl) phosphonate P(OCO[C@@H](CN1C2=NC=NC(=C2N=C1)N)C)([O-])=O